(2R)-N-[4-(7,7-Dimethyl-4-oxo-3-phenyl-4,5,6,7-tetrahydro-1H-pyrrolo[3,2-c]pyridin-2-yl)pyridin-2-yl]-4,4-difluoro-2-(4-fluorophenyl)butanamid CC1(C2=C(C(NC1)=O)C(=C(N2)C2=CC(=NC=C2)NC([C@H](CC(F)F)C2=CC=C(C=C2)F)=O)C2=CC=CC=C2)C